N1CCC(CC1)C1=CN=CC2=CC=CC=C12 4-(piperidin-4-yl)isoquinoline